N-(4-amino-2-cyano-phenyl)-N-tert-butoxycarbonyl-carbamic acid tert-butyl ester C(C)(C)(C)OC(N(C(=O)OC(C)(C)C)C1=C(C=C(C=C1)N)C#N)=O